O(C1=CC=CC=C1)CC(=O)Cl (phenoxy)acetyl chloride